(5-ethyl-imidazolidin-1-yl)-1,6-dihydroimidazo[4,5-d]Pyrrolo[2,3-b]Pyridine C(C)C1CNCN1N1C=NC=2C1=C1C(=NC2)NC=C1